2-(((4-Cyano-7-(4-isopropylthiazol-2-yl)-2,3-dihydrobenzofuran-5-yl)amino)methyl)-N-hydroxyacrylamide C(#N)C1=C(C=C(C2=C1CCO2)C=2SC=C(N2)C(C)C)NCC(C(=O)NO)=C